OC1(CCN(CC1)C(=O)NC1=NC2=C(N1)C(=CC=C2C2=C(C=CC=C2)C)OC)C 4-hydroxy-N-[7-methoxy-4-(2-methylphenyl)-1H-1,3-benzodiazol-2-yl]-4-methylpiperidine-1-carboxamide